2-(2-Chloro-4-((3,4-dimethylbenzyl)amino)-5-nitrophenyl)ethan-1-ol ClC1=C(C=C(C(=C1)NCC1=CC(=C(C=C1)C)C)[N+](=O)[O-])CCO